CN1C=CC2=C1N=CN=C2OC2=CC=C(C=C2)NC(CC2=NC=CC=C2)=O N-(4-((7-methyl-7H-pyrrolo[2,3-D]pyrimidine-4-yl)oxy)phenyl)-2-(pyridin-2-yl)acetamide